CN1C(C(=C(C=C1C)[O-])NC(N[C@@H](CC(=O)[O-])C1=CC=C(C=C1)OC1=C(C=CC=C1)OC)=O)=O.[Na+].[Na+] sodium (S)-3-(3-(1,6-dimethyl-4-oxido-2-oxo-1,2-dihydropyridin-3-yl)ureido)-3-(4-(2-methoxy phenoxy)phenyl)propanoate